OC1=C(C=CC(=C1)C(F)(F)F)C1=C(C(=C(N=N1)S[C@H]1CNCCC1)CN(C(OCC1=CC=CC=C1)=O)C)C benzyl (R)-((6-(2-hydroxy-4-(trifluoromethyl)phenyl)-5-methyl-3-(piperidin-3-ylthio)pyridazin-4-yl)methyl)(methyl)carbamate